N(C1=CC=CC=C1)CC(C)NC1=CC=CC=C1 1,2-bis(anilino)propane